1-vinyl-3-methylimidazolium C(=C)N1C=[N+](C=C1)C